N,N-ditolyl-carbazolium hexafluorophosphate F[P-](F)(F)(F)(F)F.C1(=C(C=CC=C1)[N+]1(C2=CC=CC=C2C=2C=CC=CC12)C1=C(C=CC=C1)C)C